CN(CCC1=CN(C2=CC=CC=C12)C(CC(C)(C)C1=CC=C(C=C1C)C)=O)C 2-(4-(3-(2-(dimethylamino)ethyl)-1H-indol-1-yl)-2-methyl-4-oxobutan-2-yl)-3,5-dimethylbenzene